ClC=1C(=CC2=C(C(N3[C@@H](CO2)C[C@@H](C3)OC3=NC=C2CCC(NC2=C3)=O)=O)C1OCCCF)C (2S,11aR)-7-Chloro-6-(3-fluoropropoxy)-8-methyl-2-((2-oxo-1,2,3,4-tetrahydro-1,6-naphthyridin-7-yl)oxy)-2,3,11,11a-tetrahydro-1H,5H-benzo[f]pyrrolo[2,1-c][1,4]oxazepin-5-one